(methoxymethyl)-6-(trifluoromethyl)quinuclidin-3-one COCC1N2C(CC(C1=O)CC2)C(F)(F)F